C(C)C1=NC(=CC(=C1)C1=CC=CC=C1)C1=CC=C(C=C1)C 2-ethyl-4-phenyl-6-(p-tolyl)pyridine